FC(CN1C(=NC=2C1=NC(=CC2)C=2C=CN1N=C(N=CC12)N[C@H]1CC[C@H](CC1)OCCO)C)F 2-((cis-4-((5-(3-(2,2-difluoroethyl)-2-methyl-3H-imidazo[4,5-b]pyridin-5-yl)pyrrolo[2,1-f][1,2,4]triazin-2-yl)amino)cyclohexyl)oxy)ethan-1-ol